1-chloro-4-(hydroxymethyl)-2-nitrobenzene ClC1=C(C=C(C=C1)CO)[N+](=O)[O-]